4-(3-((3-fluoro-2-methoxyphenyl)amino)-4-oxo-4,5,6,7-tetrahydro-1H-pyrrolo[3,2-c]pyridin-2-yl)-2-methylisoquinolin-1(2H)-one FC=1C(=C(C=CC1)NC1=C(NC2=C1C(NCC2)=O)C2=CN(C(C1=CC=CC=C21)=O)C)OC